ISOXAZOLINECARBOXYLIC ACID C1CON=C1C(=O)O